C1(CCCCCCCCC\C=C\CCCO1)=O trans-11-Pentadecen-1,15-olid